C(C1=CC=CC=C1)OC1=NC(=CC=C1N1C(N(C2=C1C=CC(=C2)N2CCC(CC2)CC(=O)OC(C)(C)C)C)=O)OCC2=CC=CC=C2 tert-butyl 2-[1-[1-(2,6-dibenzyloxy-3-pyridyl)-3-methyl-2-oxo-benzimidazol-5-yl]-4-piperidyl]acetate